N-(2,6-difluoro-3-(5-(pyridin-3-yl)-1H-pyrazolo[3,4-b]pyridine-3-carbonyl)phenyl)propane-1-sulfonamide methyl-(Z)-4-(3-((4-hydroxy-2-methylphenyl)amino)-3-(methylthio)acryloyl)benzoate COC(C1=CC=C(C=C1)C(\C=C(/SC)\NC1=C(C=C(C=C1)O)C)=O)=O.FC1=C(C(=CC=C1C(=O)C1=NNC2=NC=C(C=C21)C=2C=NC=CC2)F)NS(=O)(=O)CCC